N-(5-(3-fluorophenoxy)thiazol-2-yl)-2-(6-oxo-1,3',6,6'-tetrahydro-[3,4'-bipyridin]-1'(2'H)-yl)propenamide FC=1C=C(OC2=CN=C(S2)NC(C(=C)N2CCC(=CC2)C2=CNC(C=C2)=O)=O)C=CC1